N-acetyl-2-(3-thienyl)acetamide C(C)(=O)NC(CC1=CSC=C1)=O